D-Galactonat O=C([C@H](O)[C@@H](O)[C@@H](O)[C@H](O)CO)[O-]